(5-chloro-2-(((1R,4R)-4-methoxycyclohexyl)amino)pyrido[4,3-d]pyrimidin-8-yl)-1-methylpyridin-2(1H)-one ClC1=NC=C(C=2N=C(N=CC21)NC2CCC(CC2)OC)C=2C(N(C=CC2)C)=O